COC(C1=CN=C(C(=C1)[N+](=O)[O-])NC)=O.OC(CON1C(CC(CC1(C)C)OC(CCCCCCCCC(=O)OC1CC(N(C(C1)(C)C)OCC(C)(C)O)(C)C)=O)(C)C)(C)C.C1(=C(C=CC=C1)C=1C(=O)NC(C1)=O)C=1C(=O)NC(C1)=O phenylenebismaleimide bis(1-(2-hydroxy-2-methyl-propoxy)-2,2,6,6-tetramethyl-piperidin-4-yl)sebacate Methyl-6-(methylamino)-5-nitronicotinate